7-Chloro-2,2-dimethyl-2H-pyrano[3,2-c]pyridin-4-yl trifluoromethanesulfonate FC(S(=O)(=O)OC1=CC(OC2=C1C=NC(=C2)Cl)(C)C)(F)F